CC1=NC=CC(=C1)C=1N=C(SC1)NC1=CC=C(C=C1)S(=O)(=O)O 4-((4-(2-methylpyridin-4-yl)thiazol-2-yl)amino)benzenesulfonic acid